B([O-])([O-])[O-].C(C(=O)F)(=O)F.C[N+]1(CCCC1)C.C[N+]1(CCCC1)C.C[N+]1(CCCC1)C N,N-dimethyl-pyrrolidinium difluorooxalate borate